2-(2-oxo-1,6-naphthyridin-1(2H)-yl)acetic acid O=C1N(C2=CC=NC=C2C=C1)CC(=O)O